C1(CCCC1)OC1=NC=CC=C1C1=CC(=C(C(=C1)F)C(C)O)F 1-[4-[2-(cyclopentyloxy)-3-pyridinyl]-2,6-difluoro-phenyl]Ethanol